6-chloro-3-(4-fluoro-2-methoxy-phenoxy)pyridazine-4-carboxylic acid methyl ester COC(=O)C1=C(N=NC(=C1)Cl)OC1=C(C=C(C=C1)F)OC